ClC1=CC=C(C=C1)C1=CN=C(C(N1CC(=O)O)=O)NCCC1=CC=CC=C1 2-(6-(4-chlorophenyl)-2-oxo-3-(phenethylamino)pyrazin-1(2H)-yl)acetic acid